diisopropyl (((((3aS,4S,6R,6aR)-6-(2-chloro-4-(cyclopentylamino)-7H-pyrrolo[2,3-d]pyrimidin-7-yl)-2,2-dimethyltetrahydrofuro[3,4-d][1,3]dioxol-4-yl)methyl)thio)methyl)phosphonate ClC=1N=C(C2=C(N1)N(C=C2)[C@@H]2O[C@@H]([C@@H]1[C@H]2OC(O1)(C)C)CSCP(OC(C)C)(OC(C)C)=O)NC1CCCC1